CN1C(=NC(=C1)C(=O)C1=CC(=C(C(=C1)OC)OC)OC)C1=CC=C(C=C1)C (1-methyl-2-(p-tolyl)-1H-imidazol-4-yl)(3,4,5-trimethoxyphenyl)methanone